tert-butyl rac-(3S)-6-(2,3-dihydrobenzofuran-5-yl)-3-methyl-3,4-dihydro-2H-pyridine-1-carboxylate O1CCC2=C1C=CC(=C2)C2=CC[C@@H](CN2C(=O)OC(C)(C)C)C |r|